N-(2-methyl-1,3-thiazol-5-yl)-5-((1R,2R)-2-(tetrahydro-2H-pyran-4-ylamino)-cyclopropyl)thiophene CC=1SC(=CN1)N([C@H]1[C@@H](C1)C1=CC=CS1)C1CCOCC1